[Na].ClC=1C2=CN(N=C2C=C(C1)C1=CC=C(C=C1)C1CCN(CC1)CC)C(C(=O)NC=1SC=CN1)C1=C2N(C=N1)C[C@@H](C2)F (4-chloro-6-(4-(1-ethylpiperidin-4-yl)phenyl)-2H-indazol-2-yl)-2-((R)-6-fluoro-6,7-dihydro-5H-pyrrolo[1,2-c]imidazol-1-yl)-N-(thiazol-2-yl)acetamide sodium